CN1C[C@@H]([C@H](CC1)NC(=O)C1=CC(=CC=2N(C=NC21)CC(F)(F)F)C#CCNC2=C(C=C(C=C2)S(=O)(=O)C)C(F)(F)F)C N-[(3S,4S)-1-methyl-3-methyl-4-piperidyl]-6-{3-[4-mesyl-2-(trifluoromethyl)phenylamino]-1-propynyl}-1-(2,2,2-trifluoroethyl)-1H-1,3-benzimidazole-4-carboxamide